(3S,10R,13S)-17-(4-fluoro-1H-imidazol-1-yl)-16-formyl-10,13-dimethyl-2,3,4,7,8,9,10,11,12,13,14,15-dodecahydro-1H-cyclopenta[a]phenanthren-3-yl acetate C(C)(=O)O[C@H]1CC[C@@]2(C3CC[C@@]4(C(=C(CC4C3CC=C2C1)C=O)N1C=NC(=C1)F)C)C